9,9'-(2,6-bis(3,6-dimethyl-9H-carbazol-9-yl)-[4,4'-bipyridine]-3,5-diyl)bis(N,N-diphenyl-9H-carbazol-3-amine) CC=1C=CC=2N(C3=CC=C(C=C3C2C1)C)C1=NC(=C(C(=C1N1C2=CC=CC=C2C=2C=C(C=CC12)N(C1=CC=CC=C1)C1=CC=CC=C1)C1=CC=NC=C1)N1C2=CC=CC=C2C=2C=C(C=CC12)N(C1=CC=CC=C1)C1=CC=CC=C1)N1C2=CC=C(C=C2C=2C=C(C=CC12)C)C